5-((1S,3S,4S)-4-((tert-butyldimethylsilyl)oxy)-3-fluorocyclohexyl)pyrazin-2-amine [Si](C)(C)(C(C)(C)C)O[C@@H]1[C@H](C[C@H](CC1)C=1N=CC(=NC1)N)F